2-chloro-5-(pyridin-3-yloxy)-1H-benzo[d]imidazole ClC1=NC2=C(N1)C=CC(=C2)OC=2C=NC=CC2